NC=1C(=NC(=CN1)C1=CC=C(C=C1)CN1CCC(CC1)N(C)C)C(=O)NC1=CC(=CC(=C1)O)O 3-amino-N-(3,5-dihydroxyphenyl)-6-(4-((4-(dimethylamino)piperidin-1-yl)methyl)phenyl)pyrazine-2-carboxamide